FC=1C(=CC2=C(C(NC=3CN(C[C@@H](C23)N(C(=O)C2=CN3C=CC=C3C=C2)C)C(=O)OC(C)(C)C)=O)C1)F |r| Racemic-tert-butyl 8,9-difluoro-1-(N-methylindolizine-6-carboxamido)-6-oxo-1,4,5,6-tetrahydrobenzo[c][1,7]naphthyridine-3(2H)-carboxylate